4-(3-formyl-1-tosyl-1H-indol-5-yl)piperazine-1-carboxylic acid ethyl ester C(C)OC(=O)N1CCN(CC1)C=1C=C2C(=CN(C2=CC1)S(=O)(=O)C1=CC=C(C)C=C1)C=O